1-(6-chloro-1H-pyrazolo[4,3-c]pyridin-3-yl)azetidin-3-amine trifluoroacetate FC(C(=O)O)(F)F.ClC1=CC2=C(C=N1)C(=NN2)N2CC(C2)N